BrC1=CC2=C(N=C(N=C2N[C@H](C)C2=C(C(=CC=C2)C(C(O[Si](C)(C)C(C)(C)C)([2H])[2H])(F)F)F)C)C=N1 6-bromo-N-[(1R)-1-{3-[2-{[tert-butyl(dimethyl)silyl]oxy}-1,1-difluoro(2H2)ethyl]-2-fluorophenyl}ethyl]-2-methylpyrido[3,4-d]pyrimidin-4-amine